ClCC=1OC(=NN1)\C=C\C1=CC=CC=C1 2-(chloromethyl)-5-[(1E)-2-phenylvinyl]-1,3,4-oxadiazole